8-(2,6-Dimethoxy-4-(3,3,3-trifluoropropyl)phenyl)-6-fluoro-7-methylimidazo[1,2-a]pyridine COC1=C(C(=CC(=C1)CCC(F)(F)F)OC)C=1C=2N(C=C(C1C)F)C=CN2